FC(OC1=CC=C(C=C1)S(=O)(=O)N1N=C2C(=C1)CN(C2)C(C(OC)C2=C(C=CC=C2)F)=O)F 1-{2-[4-(difluoromethoxy)benzenesulfonyl]-2H,4H,5H,6H-pyrrolo[3,4-c]pyrazol-5-yl}-2-(2-fluorophenyl)-2-methoxyethan-1-one